(±)-(4-(4-(2-Amino-6-methylpyrimidin-4-yl)-1,4-oxazepan-3-yl)-3-chlorophenyl)(pyrrolidin-1-yl)methanone NC1=NC(=CC(=N1)N1[C@@H](COCCC1)C1=C(C=C(C=C1)C(=O)N1CCCC1)Cl)C |r|